C1(CC1)C=1C=CC(=C(C1)B(O)O)F (5-cyclopropyl-2-fluorophenyl)boronic acid